COC1=CC=C(C=N1)C=1C2=C(N(N1)C=1C=NN(C1)C(C)C1CCN(CC1)C(=O)OC(C)(C)C)CCOCC2 tert-Butyl 4-(1-(4-(3-(6-methoxypyridin-3-yl)-4,5,7,8-tetrahydro-1H-oxepino[4,5-c]pyrazol-1-yl)-1H-pyrazol-1-yl)ethyl)piperidine-1-carboxylate